CNCC1OCC(C2=C1SC(=C2)C)C2=CC=CC=C2 methyl-1-(2-methyl-4-phenyl-4,7-dihydro-5H-thieno[2,3-c]pyran-7-yl)methylamine